C(CCCCCCC(=O)[O-])(=O)[O-].[Na+].[Na+] Di-Sodium Suberate